NC1=C(C=O)C=C(C(=C1)F)C1CC1 2-amino-5-cyclopropyl-4-fluorobenzaldehyde